C(=O)N1CCCC1 formylpyrrolidine